NCC=1C=CC(=C(C(=O)OC)C1)F methyl 5-(aminomethyl)-2-fluorobenzoate